CC(C(=O)OC)(C)C methyl 2,2-dimethylpropionate